N-(1-methylpiperidin-4-yl)-3-(1-oxo-1,2,3,4-tetrahydropyrrolo[1,2-a]pyrazin-7-yl)-1H-pyrrolo[2,3-b]pyridine-5-carboxamide CN1CCC(CC1)NC(=O)C=1C=C2C(=NC1)NC=C2C=2C=C1N(CCNC1=O)C2